N-[5-bromo-4-(cyclopropoxy)-6-methoxy-pyrimidin-2-yl]-6-chloro-1H-indole-3-sulfonamide BrC=1C(=NC(=NC1OC)NS(=O)(=O)C1=CNC2=CC(=CC=C12)Cl)OC1CC1